C(C1=CC=CC=C1)=NNCC(=O)C1=C(C=CC=C1)C=C 2-(2-benzylidenehydrazino)-1-(2-vinylphenyl)ethanone